C1(CC1)C1=C(NC2=CC(=CC=C2)O[Si](C)(C)C)C=CC(=C1)OCC1=NC=CC=C1 2-Cyclopropyl-4-[(pyridin-2-yl)methoxy]-N-{3-[(trimethylsilyl)oxy]phenyl}aniline